1-(3-((3'-(3-((R)-3-hydroxypyrrolidin-1-yl)propoxy)-2,2'-dimethyl-[1,1'-biphenyl]-3-yl)oxy)propyl)piperidine-3-carboxamide O[C@H]1CN(CC1)CCCOC=1C(=C(C=CC1)C1=C(C(=CC=C1)OCCCN1CC(CCC1)C(=O)N)C)C